methyl para-coumarate C(\C=C\C1=CC=C(C=C1)O)(=O)OC